OC1CC2(C(CCC2C2CCC3=CC(CCC3(C12)C)=O)(C(CO)=O)O)C 11,17-dihydroxy-17-(2-hydroxyacetyl)-10,13-dimethyl-2,6,7,8,9,11,12,14,15,16-decahydro-1H-cyclopenta[a]phenanthren-3-one